5-((E)-(1-((1r,4r)-4-(cyanomethyl)cyclohexyl)-1H-imidazo[4,5-d]thieno[3,2-b]pyridine-2-yl)diazenyl)-2-hydroxybenzoic acid C(#N)CC1CCC(CC1)N1C(=NC=2C1=C1C(=NC2)C=CS1)/N=N/C=1C=CC(=C(C(=O)O)C1)O